7-(6-amino-4-methoxy-pyridin-3-yl)-4,7-diaza-spiro[2.5]octane-4-carboxylic acid tert-butyl ester C(C)(C)(C)OC(=O)N1C2(CC2)CN(CC1)C=1C=NC(=CC1OC)N